2,2'-azobis(4-methoxy-2,4'-dimethylvaleronitrile) N(=NC(C#N)(CC(C)(OC)C)C)C(C#N)(CC(C)(C)OC)C